N,N'-bis-(1-naphthyl)-9,9'-spirobifluorene-2,7-diamine C1(=CC=CC2=CC=CC=C12)NC1=CC=2C3(C4=CC(=CC=C4C2C=C1)NC1=CC=CC2=CC=CC=C12)C1=CC=CC=C1C=1C=CC=CC13